N1[C@H]2[C@@H](CCC1)CN(C2)C2=C(C(NN=C2)=O)C(F)(F)F 5-[(4aS,7aS)-octahydro-1H-pyrrolo[3,4-b]pyridin-6-yl]-4-(trifluoromethyl)-2,3-dihydropyridazin-3-one